tert-Butyl (S)-((3'-chloro-2'-(3-(4-formylthiazole-2-carboxamido)-2-methylphenyl)-6-methoxy-[2,4'-bipyridin]-5-yl)methyl)((5-oxopyrrolidin-2-yl)methyl)carbamate ClC=1C(=NC=CC1C1=NC(=C(C=C1)CN(C(OC(C)(C)C)=O)C[C@H]1NC(CC1)=O)OC)C1=C(C(=CC=C1)NC(=O)C=1SC=C(N1)C=O)C